ClC1=C(OCCCCCOCC(=O)OC(C)(C)C)C(=CC(=C1)C(C)(C)C1=CC=C(C=C1)OCC=1C=NC(=NC1)NS(=O)(=O)C)C#N tert-Butyl 2-((5-(2-chloro-6-cyano-4-(2-(4-((2-(methylsulfonamido) pyrimidin-5-yl)methoxy) phenyl)propan-2-yl)phenoxy)pentyl)oxy)acetate